(5'S)-1-(5-bromo-4-(difluoromethyl)pyrimidin-2-yl)-5'-phenyltetrahydro-3'H-spiro[piperidine-4,2'-pyrrolo[2,1-b]oxazol]-3'-one BrC=1C(=NC(=NC1)N1CCC2(C(N3C(O2)CC[C@H]3C3=CC=CC=C3)=O)CC1)C(F)F